3H-naphtho[2,1-b][1,4]oxazine N=1C2=C(OCC1)C=CC1=CC=CC=C12